[Sn]=S.[Cu] copper Tin Sulfide